pyrrolo[2,3-b]pyridine-6-formonitrile N=1C=CC=2C1NC(=CC2)C#N